tert-butyl (2S,3S)-2-{[(tert-butyldiphenylsilyl)oxy]methyl}-3-(hydroxymethyl)pyrrolidine-1-carboxylate [Si](C1=CC=CC=C1)(C1=CC=CC=C1)(C(C)(C)C)OC[C@H]1N(CC[C@@H]1CO)C(=O)OC(C)(C)C